7-(2-chlorophenyl)-1,4-dioxa-8-azaspiro[4.5]decane ClC1=C(C=CC=C1)C1CC2(OCCO2)CCN1